tert-butyl 3-((4-((3-chloro-2-fluorophenyl) amino)-6-nitroquinazolin-7-yl) ethynyl)-3-methylpiperidine-1-carboxylate ClC=1C(=C(C=CC1)NC1=NC=NC2=CC(=C(C=C12)[N+](=O)[O-])C#CC1(CN(CCC1)C(=O)OC(C)(C)C)C)F